(S)-5-(6-(tert-butylamino)-4-(trifluoromethyl)pyridin-3-yl)-4-(2-methylpyrrolidine-1-carbonyl)N-((5-oxo-4,5-dihydro-1,3,4-oxadiazol-2-yl)methyl)thiazole-2-carboxamide C(C)(C)(C)NC1=CC(=C(C=N1)C1=C(N=C(S1)C(=O)NCC=1OC(NN1)=O)C(=O)N1[C@H](CCC1)C)C(F)(F)F